C(C)(C)(C)OC(C(C)C)=O Tert-butyl-2-methylpropionate